(2S,4S)-N-((R)-1-(4-carbamimidoylthiophen-2-yl)ethyl)-1-((9,9-difluoro-9H-fluorene-3-carbonyl)glycyl)-4-(trifluoromethyl)pyrrolidine-2-carboxamide C(N)(=N)C=1C=C(SC1)[C@@H](C)NC(=O)[C@H]1N(C[C@H](C1)C(F)(F)F)C(CNC(=O)C=1C=CC=2C(C3=CC=CC=C3C2C1)(F)F)=O